11-oxo-3,6,9-trioxa-12-azahexadecan-1-amide O=C(COCCOCCOCC(=O)N)NCCCC